ClC1=CC=C(S1)CNC1=CC(=NN1)C1CC2CCC(C1)N2S(=O)(=O)C N-[(5-chlorothiophen-2-yl)methyl]-3-8-methanesulfonyl-8-azabicyclo[3.2.1]octan-3-yl-1H-pyrazol-5-amine